NC=1N=CC2=CC(=C(C=C2C1)C#N)Br 3-amino-7-bromoisoquinoline-6-carbonitrile